FC1(C2(CC1(C2)C2=CC=CC=C2)CCS(=O)(=O)[O-])F.CC(CP([O-])(=O)CC(CC(C)(C)C)C)CC(C)(C)C.C(CCCCC)[P+](CCCCCCCCCCCCCC)(CCCCCC)CCCCCC.C(CCCCC)[P+](CCCCCC)(CCCCCC)CCCCCCCCCCCCCC Trihexyltetradecyl-phosphonium bis(2,4,4-trimethylpentyl)phosphinate (2,2-difluoro-3-phenylbicyclo[1.1.1]pentan-1-yl)methyl-methanesulfonate